S(=O)(=O)([O-])[O-].OCC[N+](CC(COCCCCCCCCCCCC)O)(CCO)C.OCC[N+](CCO)(CC(COCCCCCCCCCCCC)O)C N,N-bis(2-hydroxyethyl)-N-(3'-dodecyloxy-2'-hydroxypropyl)methyl-ammonium sulfate